[Si](C)(C)(C(C)(C)C)OC[C@@H](CSC(C1=CC=CC=C1)(C1=CC=CC=C1)C1=CC=CC=C1)OCCN(CC)CC (S)-2-((1-((tert-butyldimethylsilyl)oxy)-3-(tritylthio)propan-2-yl)oxy)-N,N-diethylethan-1-amine